Cl.ClC1=CC=C(C=C1)C1=CN=C2N1C=CN=C2NC2=CC(=C(C(=O)N(CCC1CCNCC1)C)C=C2)C 4-((3-(4-chloro-phenyl)imidazo[1,2-a]pyrazin-8-yl)amino)-N,2-dimethyl-N-(2-(piperidin-4-yl)ethyl)benzamide hydrochloride